2-(5-(2-(((R)-((R)-8-cyano-1,2,3,4-tetrahydroquinoxalin-2-yl)(phenyl)methyl)amino)ethyl)-2,4-difluorophenyl)-2-methylpropanoic acid C(#N)C=1C=CC=C2NC[C@@H](NC12)[C@@H](C1=CC=CC=C1)NCCC=1C(=CC(=C(C1)C(C(=O)O)(C)C)F)F